ClC=1CN(C(=CC1OCC1=NC=C(C=C1F)C1CC1)C)C1=CC(=NC=C1C)N1CC(=CC=C1)C(C)(C)O 3''-chloro-4''-((3-fluoro-5-cyclopropylpyridine-2-yl)methoxy)-3-(2-hydroxypropane-2-yl)-5',6''-dimethyl-2H,2''H-[1,2':4',1''-terpyridine]